FC1=C(C=CC2=C1C(=C(O2)C(C(C)C)NC(NC=2C=C(C(=O)N)C=CC2)=O)C)F 3-(3-(1-(4,5-difluoro-3-methylbenzofuran-2-yl)-2-methylpropyl)ureido)benzamide